COC1=CC=C(CC2=NC3=CC=CC=C3C=C2)C=C1 (4-methoxybenzyl)quinolin